12-hydroxydodecyl nitrate [N+](=O)(OCCCCCCCCCCCCO)[O-]